N1CCCC12CC(CCC2)C(=O)N azaspiro[4.5]decane-7-carboxamide